5-Amino-1-(1-methylcyclopropyl)-3-[4-(4,4,5,5-tetramethyl-1,3,2-dioxaborolan-2-yl)phenyl]pyrazole-4-carbonitrile NC1=C(C(=NN1C1(CC1)C)C1=CC=C(C=C1)B1OC(C(O1)(C)C)(C)C)C#N